BrC1=CC=C(CC2=CC(=NO2)C2=NN(C=3C(N(CCC32)CC3(CC3)S(=O)(=O)C3CC3)=O)C)C=C1 3-(5-(4-Bromobenzyl)isoxazol-3-yl)-6-((1-(cyclopropylsulfonyl)cyclopropyl)methyl)-1-methyl-5,6-dihydro-1H-pyrazolo[3,4-c]pyridin-7(4H)-one